((1r,4r)-4-(5-Amino-2H-indazol-2-yl)cyclohexyl)methanol NC1=CC2=CN(N=C2C=C1)C1CCC(CC1)CO